(3-(chloroformyl)-2,4,6-triiodo-5-(2-methoxyacetamido)benzamido)propane ClC(=O)C=1C(=C(C(=O)NCCC)C(=C(C1I)NC(COC)=O)I)I